3-methacryloxypropyl-tris(propoxy)silane Lithium-Cobalt [Co].[Li].C(C(=C)C)(=O)OCCC[Si](OCCC)(OCCC)OCCC